CC=1C=C(CNN1)C1=CC=CC=C1 6-methyl-4-phenyl-2,3-dihydropyridazin